(5R)-2-[1-(difluoromethyl)pyrazol-4-yl]-N-[(3S)-9-fluoro-2-oxo-5-phenyl-1,3-dihydro-1,4-benzodiazepine-3-yl]-5-methyl-6,7-dihydro-5H-pyrazolo[5,1-b][1,3]Oxazine-3-carboxamide FC(N1N=CC(=C1)C1=NN2C(O[C@@H](CC2)C)=C1C(=O)N[C@@H]1C(NC2=C(C(=N1)C1=CC=CC=C1)C=CC=C2F)=O)F